N-(5-(5-fluoro-2-methylpyridin-4-yl)-3-methylpyrazolo[1,5-a]pyridin-2-yl)cyclopropanecarboxamide FC=1C(=CC(=NC1)C)C1=CC=2N(C=C1)N=C(C2C)NC(=O)C2CC2